CC1(N2C=CC(S(C3=NN=C(NC4=C5CCCC5=CC=C4C4=CC=NC(OCC1)=C4)N3)(=O)=O)=N2)C 21,21-dimethyl-24-oxa-16λ6-thia-11,13,14,20,26,30,31-heptazahexacyclo-[23.3.1.112,15.117,20.02,10.05,9]hentriaconta-1(28),2,4,9,12,14,17(30),18,25(29),26-decaene 16,16-dioxide